CN(S(=O)(=O)N[C@@H]1[C@@H](N(CC1)C(=O)N(C)C)CC=1C(=C(C=CC1)C1=CC=CC=C1)F)C (2S,3S)-3-[(dimethylsulfamoyl)amino]-2-[(2-fluoro[1,1'-biphenyl]-3-yl)methyl]-N,N-dimethylpyrrolidine-1-carboxamide